6-(3,6-diazabicyclo[3.1.1]heptan-3-yl)-2-(2,6-dioxopiperidin-3-yl)-4-fluoroisoindoline-1,3-dione C12CN(CC(N1)C2)C2=CC(=C1C(N(C(C1=C2)=O)C2C(NC(CC2)=O)=O)=O)F